2-((tert-butyldimethylsilyloxy)ethyl)-3-methyl-2,3-dihydro-1H-pyrido[2,1-f][1,2,4]triazine-4,6-dione [Si](C)(C)(C(C)(C)C)OCCC1NN2C(C(N1C)=O)=CC(C=C2)=O